C1(C(C(C(CC1)C(=O)O)C(=O)O)C(=O)O)C(=O)O 1,2,3,4-cyclohexanetetracarboxylic acid